N(=[N+]=[N-])CC1(OC2=C(C1)C=C(C=C2[C@@H](C)N[S@](=O)C(C)(C)C)Br)C (R)-N-((1R)-1-(2-(azidomethyl)-5-bromo-2-methyl-2,3-dihydrobenzofuran-7-yl)ethyl)-2-methylpropan-2-sulfinamide